21-[4-[5,6-bis(diethylamino)-2-pyridinyl]-1-piperazinyl]-16α-methylpregna-1,4,9(11)-triene-3,20-dione C(C)N(C=1C=CC(=NC1N(CC)CC)N1CCN(CC1)CC([C@H]1[C@@H](C[C@H]2[C@@H]3CCC4=CC(C=C[C@]4(C)C3=CC[C@]12C)=O)C)=O)CC